2-((3S,4S)-4-amino-3-methyl-2-oxa-8-azaspiro[4.5]decan-8-yl)-5-((4-chloropyrazolo[1,5-a]pyridin-5-yl)thio)-3-methylpyrimidin-4(3H)-one N[C@@H]1[C@@H](OCC12CCN(CC2)C2=NC=C(C(N2C)=O)SC2=C(C=1N(C=C2)N=CC1)Cl)C